1-(tert-butoxycarbonylamino)-2-cyclopropyl-cyclopropanecarboxylate C(C)(C)(C)OC(=O)NC1(C(C1)C1CC1)C(=O)[O-]